5-(4-(dimethylamino)phenyl)-1-(3-hydroxybenzothiophene-2-yl)pentan-2,4-diene-1-one CN(C1=CC=C(C=C1)C=CC=CC(=O)C=1SC2=C(C1O)C=CC=C2)C